4-((1-methyl-9-(1,2,3,6-tetrahydropyridin-4-yl)-6,7-dihydro-5H-benzo[c][1,2,3]triazolo[1,5-a]azepin-7-yl)amino)phenol 2,2,2-trifluoroacetate FC(C(=O)O)(F)F.CC=1N=NN2C1C1=C(C(CC2)NC2=CC=C(C=C2)O)C=C(C=C1)C=1CCNCC1